ClC=1C2=C(N(C(N1)=O)C=1C(=NC=CC1C)CC)N=C(C(=C2)F)Cl 4,7-Dichloro-1-(2-ethyl-4-methylpyridin-3-yl)-6-fluoropyrido[2,3-d]pyrimidin-2(1H)-one